FC=1C(=NC(=NC1)N(C1CNCC1)C)N1CC(C1)C(=O)NCC1=CN=C2N1C=CC=C2 1-{5-fluoro-2-[methyl(pyrrolidin-3-yl)amino]pyrimidin-4-yl}-N-{imidazo[1,2-a]pyridin-3-ylmethyl}azetidine-3-carboxamide